CC=1C(=NC=NC1C1=C2C=CNC(C2=CC=C1)=O)C(=O)NC1=CC(=NC=C1)C(F)(F)F 5-methyl-6-(1-oxo-1,2-dihydroisoquinolin-5-yl)-N-(2-(trifluoromethyl)pyridin-4-yl)pyrimidine-4-carboxamide